(S)-tert-butyl 6-chloro-2-(hydroxymethyl)-2H-benzo[b][1,4]oxazine-4(3H)-carboxylate ClC1=CC2=C(O[C@@H](CN2C(=O)OC(C)(C)C)CO)C=C1